CN1C(=NC2=C(C=C(C=C2C1=O)C)[C@@H](C)NC1=C(C=CC=C1)S(=O)(=O)C)S(=O)C 3,6-dimethyl-2-(methylsulfinyl)-8-((R)-1-((2-(methylsulfonyl)-phenyl)amino)ethyl)quinazolin-4(3H)-one